CC(C=O)(C([C@H](C)C=O)=O)C (R)-(+)-2,2-dimethyl-1,3-dioxo-4-formylpentane